racemic-(1S,3S,4S)-3-hydroxy-4-methylcyclopentylcarbamic acid tert-butyl ester C(C)(C)(C)OC(N[C@@H]1C[C@@H]([C@H](C1)C)O)=O |r|